C1(CC1)SC1=CC=C(C=C1)S(=O)(=O)N1C[C@@H](CCC1)C(=O)N1CCC(CC1)(F)F (R)-(1-((4-(Cyclopropylthio)phenyl)sulfonyl)piperidin-3-yl)(4,4-difluoropiperidin-1-yl)methanone